C(C)OC(CC1CCN(CC1)C1=C(C=C(C=C1F)C1=NC=CC(=N1)OCCC(C)C)F)=O (1-{2,6-difluoro-4-[4-(3-methyl-butoxy)-pyrimidin-2-yl]-phenyl}-piperidin-4-yl)-acetic acid ethyl ester